C1(CC1)C=1N=NN(C1)[C@H](C(=O)N1[C@@H](C[C@H](C1)O)C(=O)NC(C)C=1N(N=CN1)CC)C(C)(C)C (2S,4r)-1-[(2S)-2-(4-cyclopropyl-triazol-1-yl)-3,3-dimethyl-butyryl]-N-[1-(2-ethyl-1,2,4-triazol-3-yl)ethyl]-4-hydroxy-pyrrolidine-2-carboxamide